CCCCCCNN diazaoctane